5-(aminomethyl)-3-[4-(2-methoxyphenyl)pyrimidin-2-yl]-1,3-oxazolidin-2-one NCC1CN(C(O1)=O)C1=NC=CC(=N1)C1=C(C=CC=C1)OC